C(C)(C)(C)OC(=O)NC=1SC(=C(N1)C(=O)OC)CCCI Methyl 2-{[(tert-butoxy)carbonyl]amino}-5-(3-iodopropyl)-1,3-thiazole-4-carboxylate